COC1=C(C=CC(=C1)C(F)(F)F)C=1C=2N(C(=NN1)N[C@H]1CN(CCC1)C)C=CN2 8-[2-methoxy-4-(trifluoromethyl)phenyl]-N-[(3R)-1-methyl-3-piperidinyl]-imidazo[1,2-d][1,2,4]triazin-5-amine